3-(3-fluorosulfonyloxy-N-methyl-anilino)-2,6-dioxo-piperidine FS(=O)(=O)OC=1C=C(N(C)C2C(NC(CC2)=O)=O)C=CC1